5-((2,3-dihydro-(1,4)dioxino(2,3-b)pyridin-6-yl)methoxy)-1,3,4-thiadiazol-2-amine O1CCOC2=NC(=CC=C21)COC2=NN=C(S2)N